FC=1C=C(C=NC1)C=O 5-fluoro-3-pyridineformaldehyde